FC=1C=C2C(=CC=NC2=CC1)C1CCC(CC1)C1=CC1 2-(4-(6-Fluoroquinolin-4-yl)cyclohexyl)cyclopropaneN